Cl.FC1=C(C=C(OC2CC(C2)NCC2=C3C=CN=CC3=CC=C2F)C=C1)CF (1r,3r)-3-(4-fluoro-3-(fluoromethyl)phenoxy)-N-((6-fluoroisoquinolin-5-yl)methyl)cyclobutane-1-amine hydrochloride